C(CCCCCCC\C=C/C\C=C/CCCCC)(=O)O[C@H](CC(=O)OC(C[N+](C)(C)C)(CC([O-])=O)CCCCCCCC\C=C/C\C=C/CCCCC)C[N+](C)(C)C linoleyl-carnitine ((3R)-3-[(9Z,12Z)-octadeca-9,12-dienoyl]oxy-4-(trimethylazaniumyl)butanoate)